2-phenyl-3-(4-methoxybenzoyloxy)-4H-pyrido[1,2-a]pyrimidin-4-one C1(=CC=CC=C1)C=1N=C2N(C(C1OC(C1=CC=C(C=C1)OC)=O)=O)C=CC=C2